2-(N-(3,5-Bis((E)-3,4-dimethoxybenzylidene)-4-oxocyclohexyl)sulfamoyl)ethan-1-aminium trifluoroacetate FC(C(=O)[O-])(F)F.COC=1C=C(\C=C\2/CC(C\C(\C2=O)=C/C2=CC(=C(C=C2)OC)OC)NS(=O)(=O)CC[NH3+])C=CC1OC